(2S,3S)-1-cyano-2-methyl-N-(5-phenyl-1H-pyrazol-3-yl)pyrrolidine-3-carboxamide tert-butyl-2-(5-chloro-1-(4-methoxybenzyl)-6-oxo-1,6-dihydropyridazin-3-yl)pyrrolidine-1-carboxylate C(C)(C)(C)OC(=O)N1C(CCC1)C1=NN(C(C(=C1)Cl)=O)CC1=CC=C(C=C1)OC.C(#N)N1[C@H]([C@H](CC1)C(=O)NC1=NNC(=C1)C1=CC=CC=C1)C